C1(CC1)CN1CCC(CCC1)N1CCC(CC1)C=1C=C(C2=C(N(C(=N2)C2=CC=C(C=C2)S(=O)(=O)C)C)C1)C 6-(1-(1-(cyclopropylmethyl)azepan-4-yl)piperidin-4-yl)-1,4-dimethyl-2-(4-(methylsulfonyl)phenyl)-1H-benzo[d]imidazole